6-bromo-4-chlorothieno[2,3-b]pyridine BrC1=CC(=C2C(=N1)SC=C2)Cl